(S)-N-((S)-1-(4-(1H-imidazol-2-yl)thiophen-2-yl)ethyl)-2-methylpropan-2-sulfinamide N1C(=NC=C1)C=1C=C(SC1)[C@H](C)N[S@@](=O)C(C)(C)C